NCC1=CC=C(C=C1)COC1=C(C(=NN1)C1C(N(CCC1)S(=O)(=O)N1CCCC1)=O)OC 3-(5-{[4-(Aminomethyl)phenyl]methoxy}-4-methoxy-1H-pyrazol-3-yl)-1-(pyrrolidin-1-sulfonyl)piperidin-2-on